4-[4-[2-[1-(6,7-dihydro-5H-pyrrolo[1,2-c]imidazol-1-yl)-2-oxo-2-(thiazol-2-ylamino)ethyl]-7-fluoro-3-oxo-isoindolin-5-yl]pyrazol-1-yl]piperidine-1-carboxylic acid tert-butyl ester C(C)(C)(C)OC(=O)N1CCC(CC1)N1N=CC(=C1)C=1C=C2C(N(CC2=C(C1)F)C(C(NC=1SC=CN1)=O)C1=C2N(C=N1)CCC2)=O